N1-((3-(4,4-bis((2,2,2-trifluoroethoxy)methyl)-cyclohexyl)-5,5-difluoro-5,6-dihydro-4H-pyrrolo[1,2-b]-pyrazol-2-yl)methyl)-N1,N2-dimethylethane-1,2-diamine FC(COCC1(CCC(CC1)C1=C2N(N=C1CN(CCNC)C)CC(C2)(F)F)COCC(F)(F)F)(F)F